COC(C1=CC=C(C=C1)[C@H](CO)NC(=O)OC(C)(C)C)=O.FC1=CC=C(C=C1)N1N=C2C(C=NC(=C2)N2CC(C2)S(=O)(=O)N(CC2=CC=C(C=C2)OC)CC2=CC=C(C=C2)OC)=C1 1-[2-(4-fluorophenyl)pyrazolo[4,3-c]pyridin-6-yl]-N,N-bis[(4-methoxyphenyl)methyl]azetidine-3-sulfonamide Methyl-(R)-4-(1-((tert-butoxycarbonyl)amino)-2-hydroxyethyl)benzoate